N[C@H]1CN(C[C@@H]1C1=CC=CC=C1)C1=NC2=C(N1CC1=CC=C(C#N)C=C1)C=CC=C2 4-((2-((3R,4S)-3-Amino-4-phenylpyrrolidin-1-yl)-1H-benzo[d]imidazol-1-yl)methyl)benzonitril